O=C1NC(CCC1C1=NN(C2=CC(=CC=C12)N1CCC(CC1)CC(=O)NC1=CC2=CC(=C(C(=C2C=C1)F)N1S(NC(C1)=O)(=O)=O)O)C)=O 2-[1-[3-(2,6-dioxo-3-piperidyl)-1-methyl-indazol-6-yl]-4-piperidyl]-N-[5-fluoro-7-hydroxy-6-(1,1,4-trioxo-1,2,5-thiadiazolidin-2-yl)-2-naphthyl]acetamide